6-(2-cyclopropyl-4-fluorophenoxy)-2-fluoro-3-(trifluoromethyl)benzoic acid C1(CC1)C1=C(OC2=CC=C(C(=C2C(=O)O)F)C(F)(F)F)C=CC(=C1)F